3-(bis(tert-butoxycarbonyl)amino)-5-(bromomethyl)picolinic acid methyl ester COC(C1=NC=C(C=C1N(C(=O)OC(C)(C)C)C(=O)OC(C)(C)C)CBr)=O